acryloyloxyethyldihydrogenphosphat C(C=C)(=O)OCCOP(=O)(O)O